1-((6-chloropyridazin-3-yl)methyl)-4-cyclobutyl-1,4-dihydropyrazine-2,3-dione ClC1=CC=C(N=N1)CN1C(C(N(C=C1)C1CCC1)=O)=O